2-(2-phenylquinoline-6-yl)acetic acid C1(=CC=CC=C1)C1=NC2=CC=C(C=C2C=C1)CC(=O)O